C(CCC)OC(CCCC(=O)OCCCC)=O.NC1=C(C(=O)NC2CCC(CC2)O)C=C(C=N1)C1=CC=C(C=C1)[C@@]12CN(C[C@H]2C1)CCN1CCOCC1 2-amino-N-((1R,4R)-4-hydroxycyclohexyl)-5-(4-((1R,5S)-3-(2-morpholinoethyl)-3-azabicyclo[3.1.0]hex-1-yl)phenyl)nicotinamide dibutyl-pentanedioate